1,4-bistriethoxysilylbenzene C(C)O[Si](C1=CC=C(C=C1)[Si](OCC)(OCC)OCC)(OCC)OCC